O1CSC2=C1C=CC=C2 BENZO[D][1,3]OXATHIOL